COC1=CC=C(C=C1)[C@](C)(C#C)C=1N=C(SC1)NC(=O)N (S)-1-(4-(2-(4-methoxyphenyl)but-3-yn-2-yl)thiazol-2-yl)urea